C[C@@H]1CN(C[C@@H](O1)C)CC1(CCN(CC1)C1=C(N)C=CC=C1F)F 2-(4-{[(2R,6S)-2,6-dimethylmorpholin-4-yl]Methyl}-4-fluoropiperidin-1-yl)-3-fluoroaniline